Cl.CC1=NN(C(=C1)C)C1=NC(=CC(=N1)C)C 2-(3,5-dimethylpyrazol-1-yl)-4,6-dimethylpyrimidine hydrochloride